FC(C=1C(=NSC1)OCC1CC(C1)C=1C=NC(=NC1)NC1=CC=C(C=C1)S(=O)(=O)NC(OC(C)(C)C)=O)(F)F tert-butyl ((4-((5-((1s,3s)-3-(((4-(trifluoromethyl)isothiazol-3-yl)oxy)methyl)cyclobutyl)pyrimidin-2-yl)amino)phenyl)sulfonyl)carbamate